2-(2,2-dimethyl-3-pentylcyclobutyl)acetic acid CC1(C(CC1CCCCC)CC(=O)O)C